(2S,4R)-4-fluoro-N-[(S)-phenyl[4-(propan-2-yl)phenyl]methyl]-1-[2-(pyrrolidine-1-sulfonyl)acetyl]pyrrolidine-2-carboxamide F[C@@H]1C[C@H](N(C1)C(CS(=O)(=O)N1CCCC1)=O)C(=O)N[C@H](C1=CC=C(C=C1)C(C)C)C1=CC=CC=C1